C(C1CO1)OC(C[Si](OCCCC)(OCCCC)OCCCC)C β-glycidoxypropyltributoxysilane